BrC1=C(C=CC2=C1C(=NCC=1N2C(=NN1)C=1N=NC=CC1)C1=C(C=CC=C1F)F)Br 7,8-dibromo-6-(2,6-difluorophenyl)-1-pyridazin-3-yl-4H-[1,2,4]Triazolo[4,3-a][1,4]Benzodiazepine